FC=1C=C(C(=NC1C)C)NC(\C=C\C1=CC=C2C(=NNC2=C1)C)=O (E)-N-(5-fluoro-2,6-dimethylpyridin-3-yl)-3-(3-methyl-1H-indazol-6-yl)acrylamide